5-chloro-1-(1-(5-(3-fluoro-5-methoxyphenyl)pyrazin-2-yl)ethyl)-1H-indazole-7-methanol ClC=1C=C2C=NN(C2=C(C1)CO)C(C)C1=NC=C(N=C1)C1=CC(=CC(=C1)OC)F